C(CCC)C1N(S(C2=C(N(C1)C1=CC=CC=C1)C=C(C(=C2)OC\C=C/S(=O)(=O)O)SC)(=O)=O)C (1Z)-3-[3-butyl-2-methyl-7-(methylsulfanyl)-1,1-dioxo-5-phenyl-2,3,4,5-tetrahydro-1lambda6,2,5-benzothiadiazepin-8-yl]oxyprop-1-ene-1-sulfonic acid